tert-butyl-trimethylammonium C(C)(C)(C)[N+](C)(C)C